methyl pyruvate monooxime C(C(C)=NO)(=O)OC